isopropyl (R)-2-amino-2-(4-cyanophenyl)-4,4-dimethylpentanoate N[C@](C(=O)OC(C)C)(CC(C)(C)C)C1=CC=C(C=C1)C#N